[Na+].[Na+].[NH+]=1NN=NC1.[NH+]=1NN=NC1 bistetrazolium disodium salt